(R)-N-(2-(1-(5-(6-ethoxypyrazin-2-yl)thiazol-2-yl)piperazin-2-yl)pyridin-4-yl)cyclopropanesulfonamide di(1-p-nonylphenoxy-2-propyl)phosphate C(CCCCCCCC)C1=CC=C(OCC(C)OP(=O)(OC(COC2=CC=C(C=C2)CCCCCCCCC)C)O)C=C1.C(C)OC1=CN=CC(=N1)C1=CN=C(S1)N1[C@H](CNCC1)C1=NC=CC(=C1)NS(=O)(=O)C1CC1